6-(1-methyl-1H-pyrazol-4-yl)-N-(2-(4-(oxetan-3-yl)piperidin-1-yl)-5-(trifluoromethyl)pyridin-4-yl)picolinamide CN1N=CC(=C1)C1=CC=CC(=N1)C(=O)NC1=CC(=NC=C1C(F)(F)F)N1CCC(CC1)C1COC1